3-(4-methylpiperazin-1-yl)-1,2,4-triazine-6-carboxamide CN1CCN(CC1)C=1N=NC(=CN1)C(=O)N